2-([(2R,7aS)-2-fluoro-hexahydropyrrolizin-7a-yl]methoxy-7-(8-ethynyl-7-fluoro-3-hydroxynaphthalen-1-yl)-8-fluoropyrido[4,3-d]pyrimidin-5-yl)pyrrolidine-2-carbonitrile F[C@@H]1C[C@@]2(CCCN2C1)COC=1N=CC2=C(N1)C(=C(N=C2C2(NCCC2)C#N)C2=CC(=CC1=CC=C(C(=C21)C#C)F)O)F